C1(=CC=CC2=CC=CC=C12)[C@@H](C)N1CCC(CC1)=O (R)-1-(1-(naphthalen-1-yl)ethyl)piperidin-4-one